L-3,4-ethylenedioxythiophene-2-methanol C1OC2=C(SC=C2OC1)CO